ethyl m-toluate C1(=CC(=CC=C1)C(=O)OCC)C